Trans-2,2-dichloro-N-(4-chloro-3-(2-(3-chloropyridin-2-yl)hydrazine-1-carbonyl)phenyl)-3-(3,5-dichlorophenyl)cyclopropane-1-carboxamide ClC1([C@H]([C@@H]1C1=CC(=CC(=C1)Cl)Cl)C(=O)NC1=CC(=C(C=C1)Cl)C(=O)NNC1=NC=CC=C1Cl)Cl